(4-amino-2-bromo-3-methoxy-6-nitrophenyl)(2-chloro-5-fluorophenyl)methanone NC1=C(C(=C(C(=C1)[N+](=O)[O-])C(=O)C1=C(C=CC(=C1)F)Cl)Br)OC